1-(((1-aminoisoquinolin-5-yl)amino)methyl)-2-oxabicyclo[3.1.1]heptan NC1=NC=CC2=C(C=CC=C12)NCC12OCCC(C1)C2